1-(tert-Butoxycarbonyl)piperidine-4-carboxylic acid C(C)(C)(C)OC(=O)N1CCC(CC1)C(=O)O